C(CC(CCCCCO)O)O 1,3,8-Octantriol